2-hydroxy-N-(3-hydroxycyclobutyl)benzenesulfonamide OC1=C(C=CC=C1)S(=O)(=O)NC1CC(C1)O